COC=1C=C(C=C2CCC(OC12)C=1C=NC(=CC1)OC)CC=1C=NN2C1N=CC(=C2)N2C(=NC=C2)C 3-((8-methoxy-2-(6-methoxypyridin-3-yl)chroman-6-yl)methyl)-6-(2-methyl-1H-imidazol-1-yl)pyrazolo[1,5-a]pyrimidine